ClC1=C(C(=O)OC)C=CC(=C1S)S(=O)(=O)C methyl 2-chloro-3-mercapto-4-(methylsulfonyl)benzoate